4-(1H-imidazol-1-yl)benzoic acid N1(C=NC=C1)C1=CC=C(C(=O)O)C=C1